1-((3S,4R)-4-(3,4-difluorophenyl)-1-(2-methoxyethyl)pyrrolidin-3-yl)-3-(3-(2-hydroxyethyl)-4-methyl-1-phenyl-1H-pyrazol-5-yl)urea FC=1C=C(C=CC1F)[C@H]1[C@@H](CN(C1)CCOC)NC(=O)NC1=C(C(=NN1C1=CC=CC=C1)CCO)C